CS(=O)(=O)N1CCCC2=CC=CC=C12 N-methanesulfonyl-1,2,3,4-tetrahydroquinoline